R-N-alpha-phenylethyl-N'-triethoxysilylpropylurea C1(=CC=CC=C1)[C@@H](C)NC(=O)NCCC[Si](OCC)(OCC)OCC